OC[C@@]1(CN(CC1)C(C)(C)C1=CC=CC=C1)CCC1=CC=C(C#N)C=C1 (S)-4-(2-(3-(hydroxymethyl)-1-(2-phenylpropan-2-yl)pyrrolidin-3-yl)ethyl)benzonitrile